[2-(2,2-dimethoxyethoxy)-8-fluoro-7-(3-hydroxy-1-naphthyl)pyrido[4,3-d]pyrimidin-4-yl]-3,8-diazabicyclo[3.2.1]octane-8-carboxylate COC(COC=1N=C(C2=C(N1)C(=C(N=C2)C2=CC(=CC1=CC=CC=C21)O)F)OC(=O)N2C1CNCC2CC1)OC